BrC=1C=C(C(=O)C2=CC=CC=C2)C=CC1Cl 3-bromo-4-chlorobenzophenone